C(C)NC(CN1N=C(C=CC1=O)C1=NC(=NO1)C1=CC(=CC=C1)OC(F)(F)F)=O N-ethyl-2-(6-oxo-3-(3-(3-(trifluoromethoxy)phenyl)-1,2,4-oxadiazol-5-yl)pyridazin-1(6H)-yl)acetamide